ClC=1C(=NC(=CC1C=1NC2=CC=C(C=C2C1C(C)C)C1CCN(CC1)CC(=O)N(C)C)C)C 2-(4-(2-(3-chloro-2,6-dimethylpyridin-4-yl)-3-isopropyl-1H-indol-5-yl)piperidin-1-yl)-N,N-dimethylacetamide